N-(9-((2R,3R,4S,5R)-5-((bis(4-methoxyphenyl)(phenyl)methoxy)methyl)-4-((tertbutyldimethylsilyl)oxy)-3-hydroxytetrahydrothiophen-2-yl)-6-oxo-6,9-dihydro-1H-purin-2-yl)isobutyramide COC1=CC=C(C=C1)C(OC[C@@H]1[C@H]([C@H]([C@@H](S1)N1C=2N=C(NC(C2N=C1)=O)NC(C(C)C)=O)O)O[Si](C)(C)C(C)(C)C)(C1=CC=CC=C1)C1=CC=C(C=C1)OC